N1(CCOCC1)CCOC1=C2C(=NC=C1)CN(C2)C2=C(C(NN=C2)=O)C(F)(F)F 5-[4-[2-(morpholin-4-yl)ethoxy]-5H,6H,7H-pyrrolo[3,4-b]pyridin-6-yl]-4-(trifluoromethyl)-2,3-dihydropyridazin-3-one